BrC=1C(=C(OC2CCNCC2)C=CC1)C 4-(3-bromo-2-methyl-phenoxy)piperidine